3-{[(ethylimino)methylene]amino}-N,N-dimethylpropane-1-amine C(C)N=C=NCCCN(C)C